5-pentyl-N-(4-(trifluoromethyl)phenyl)picolinamide C(CCCC)C=1C=CC(=NC1)C(=O)NC1=CC=C(C=C1)C(F)(F)F